di(methyl)sec-butyl-(n-butoxy)silane C[Si](OCCCC)(C(C)CC)C